C[Si](C1=C(C=CC=C1)P(N(P(C1=CC=C(C=C1)[Si](CCCC)(CCCC)CCCC)C1=CC=C(C=C1)[Si](CCCC)(CCCC)CCCC)CCCC)C1=C(C=CC=C1)[Si](C)(C)C)(C)C N-(bis(2-(trimethylsilyl)phenyl)phosphaneyl)-N-butyl-1,1-bis(4-(tributylsilyl)phenyl)phosphanamine